FC=1C=C(C=C(C1)F)C1=NO[C@](C1)(C(=O)N[C@@H]1CO[C@@H](C1)C(NS(=O)(=O)C(F)(F)F)=O)C=C (5S)-3-(3,5-difluorophenyl)-N-[cis-5-(trifluoromethylsulfonylcarbamoyl)tetrahydrofuran-3-yl]-5-vinyl-4H-isoxazole-5-carboxamide